COC1=CC=C2C(=CC=NC2=C1)OC1=CC=C(C=C1)S(=O)(N)=NC[C@H]1NCCC1 4-((7-methoxyquinolin-4-yl)oxy)-N'-(((S)-pyrrolidin-2-yl)methyl)benzenesulfonimidamide